C1(=CC=CC=C1)C1OC(OC1)=S 4-phenyl-1,3-dioxolane-2-thione